(2R)-2-(3-{5-chloro-2-[(oxan-4-yl)amino]pyrimidin-4-yl}-5-oxo-5H,6H,7H-pyrrolo[3,4-b]pyridin-6-yl)-N-[(1S)-1-(3-fluoro-5-methylphenyl)-2-hydroxyethyl]propanamide ClC=1C(=NC(=NC1)NC1CCOCC1)C=1C=C2C(=NC1)CN(C2=O)[C@@H](C(=O)N[C@H](CO)C2=CC(=CC(=C2)C)F)C